FC1=C(C(=CC(=C1)C1CCN(CC1)CCC(C)C)O)N1CC(NS1(=O)=O)=O 5-[2-fluoro-6-hydroxy-4-(1-isopentyl-4-piperidinyl)phenyl]-1,1-dioxo-1,2,5-thiadiazolidin-3-one